The molecule is an organic heterooctacyclic compound that is the N-benzoyl derivative of staurosporine. It has a role as an EC 2.7.11.13 (protein kinase C) inhibitor and an antineoplastic agent. It is an indolocarbazole, an organic heterooctacyclic compound, a member of benzamides and a gamma-lactam. It derives from a staurosporine. C[C@@]12[C@@H]([C@@H](C[C@@H](O1)N3C4=CC=CC=C4C5=C6C(=C7C8=CC=CC=C8N2C7=C53)CNC6=O)N(C)C(=O)C9=CC=CC=C9)OC